6-(2-chloro-4-methylphenyl)-2-[(4-chlorophenyl)methyl]indazole-4-carboxylic acid ClC1=C(C=CC(=C1)C)C=1C=C(C2=CN(N=C2C1)CC1=CC=C(C=C1)Cl)C(=O)O